(3R)-3-({7-bromo-2-[2-(trifluoromethoxy)phenyl][1,2,4]triazolo[1,5-c]quinazolin-5-yl}amino)azepin-2-one BrC1=CC=CC=2C=3N(C(=NC12)NC=1C(N=CC=CC1)=O)N=C(N3)C3=C(C=CC=C3)OC(F)(F)F